(5R,8S)-7-[(2S)-2-[1-(4,6-difluoro-1H-indol-2-yl)-N-methylformamido]-4-methylpentanoyl]-4-oxo-2-phenyl-1,3,7-triazaspiro[4.4]non-1-ene-8-carboxamide FC1=C2C=C(NC2=CC(=C1)F)C(=O)N(C)[C@H](C(=O)N1C[C@@]2(C(NC(=N2)C2=CC=CC=C2)=O)C[C@H]1C(=O)N)CC(C)C